N-(cyanomethyl)-1'-((7-ethyl-6-carbonyl-5,6-dihydro-1,5-naphthyridin-3-yl)methyl)-1',2',3',6'-tetrahydro-[3,4'-bipyridine]-6-carboxamide C(#N)CNC(=O)C1=CC=C(C=N1)C=1CCN(CC1)CC=1C=NC=2C=C(C(NC2C1)=C=O)CC